BrC=1C=C(C(=NC1)CN)Cl (5-bromo-3-chloropyridin-2-yl)methanamine